2,5-diphenylphenol C1(=CC=CC=C1)C1=C(C=C(C=C1)C1=CC=CC=C1)O